exo-4-(2-Amino-2-methylpropanoyl)-N-(1-(4-((6-amino-3-azabicyclo[3.1.0]hexan-3-yl)methyl)cyclohex-1-en-1-yl)-2-oxo-1,2-dihydropyrimidin-4-yl)piperazine-1-carboxamide NC(C(=O)N1CCN(CC1)C(=O)NC1=NC(N(C=C1)C1=CCC(CC1)CN1CC2C(C2C1)N)=O)(C)C